benzyl ((3r,6r)-1,1-difluorospiro[2.5]octan-6-yl)carbamate FC1(CC12CCC(CC2)NC(OCC2=CC=CC=C2)=O)F